1-(5Z,8Z,11Z,14Z,17Z-eicosapentaenoyl)-2-docosanoyl-glycero-3-phosphocholine CCCCCCCCCCCCCCCCCCCCCC(=O)O[C@H](COC(=O)CCC/C=C\C/C=C\C/C=C\C/C=C\C/C=C\CC)COP(=O)([O-])OCC[N+](C)(C)C